(3R,6S)-6-(5-amino-2,3-difluorophenyl)-3-fluoro-3-(fluoromethyl)-6-methylpiperidine-2-thione NC=1C=C(C(=C(C1)[C@@]1(CC[C@](C(N1)=S)(CF)F)C)F)F